4,6-diisopropyl-5-cresol C(C)(C)C=1C=CC(=C(C1C)C(C)C)O